4-((1R,5S)-3,8-diazabicyclo[3.2.1]octan-3-yl)-6-chloro-7-(6-chloro-5-methyl-1H-indazol-4-yl)-8-fluoro-2-(((2R,7aS)-2-fluorotetrahydro-1H-pyrrolizin-7a(5H)-yl)methoxy)quinazoline [C@H]12CN(C[C@H](CC1)N2)C2=NC(=NC1=C(C(=C(C=C21)Cl)C2=C1C=NNC1=CC(=C2C)Cl)F)OC[C@]21CCCN1C[C@@H](C2)F